(2R,4R)-6,7-difluoro-4-hydroxy-N-(3-{4-[5-(trifluoromethoxy)pyridin-2-yl]-1H-pyrazol-1-yl}bicyclo[1.1.1]pentan-1-yl)-3,4-dihydro-2H-1-benzopyran-2-carboxamide FC=1C(=CC2=C([C@@H](C[C@@H](O2)C(=O)NC23CC(C2)(C3)N3N=CC(=C3)C3=NC=C(C=C3)OC(F)(F)F)O)C1)F